3-chloro-2-((4-fluoro-2-methylphenyl)amino)benzoic acid ClC=1C(=C(C(=O)O)C=CC1)NC1=C(C=C(C=C1)F)C